(R)-5-chloro-N-(4-(4-((3,3-difluoropiperidin-4-yl)oxy)-3-methyl-1H-pyrazolo[3,4-d]pyrimidin-6-yl)phenyl)-2-fluorobenzenesulfonamide ClC=1C=CC(=C(C1)S(=O)(=O)NC1=CC=C(C=C1)C1=NC(=C2C(=N1)NN=C2C)O[C@H]2C(CNCC2)(F)F)F